BrC1=NN(C2=C1N=C(N=C2)C=2C(=NC=NC2OC)C2C(C2)(F)F)COCC[Si](C)(C)C 3-bromo-5-(4-(2,2-difluorocyclopropyl)-6-methoxypyrimidin-5-yl)-1-((2-(trimethylsilyl)ethoxy)methyl)-1H-pyrazolo[4,3-d]pyrimidine